ClC1=C(C2=C(NC(O[C@@]23CN(CCC3)C(=O)C3=NN=C(N3)C(CC)C3=CC(=C(C=C3)F)Cl)=O)C=C1)F (4R)-6-Chloro-1'-(5-(1-(3-chloro-4-fluorophenyl)propyl)-4H-1,2,4-triazole-3-carbonyl)-5-fluorospiro[benzo[d][1,3]oxazine-4,3'-piperidin]-2(1H)-one